N1CCCC2=CC=CC=C12 3,4-dihydro-1,2-dihydroquinoline